FC1=C(C(=O)NC2CCNCC2)C=C(C(=C1)NC1=NC=C(C(=N1)OC1=C2C(N(CC2=CC=C1)C)=O)C(F)(F)F)OC 2-fluoro-5-methoxy-4-((4-((2-methyl-3-oxoisoindolin-4-yl)oxy)-5-(trifluoromethyl)pyrimidin-2-yl)amino)-N-(piperidin-4-yl)benzamide